[Cl-].ON\C(=N/[H])\C1=NON=C1NCCSC (Z)-N-hydroxy-4-((2-(methylthio)ethyl)amino)-1,2,5-oxadiazol-3-carboxamidine chloride